COC(=O)C=1NC(=NC(C1O)=O)C=1C=C(C=CC1)C 5-hydroxy-6-oxo-2-(m-tolyl)-3,6-dihydropyrimidine-4-carboxylic acid methyl ester